OC1=C(C=CC(=C1)[N+](=O)[O-])NC(=O)C1CCCC1 N-(2-hydroxy-4-nitrophenyl)cyclopentanecarboxamide